C(C)O[C@@]1([C@@H](O[C@@H]([C@H]1O)CO)N1C(=O)N=C(N)C=C1)O 2'-ethoxycytidine